p-Cinnamyl-Phenol C(C=CC1=CC=CC=C1)C1=CC=C(C=C1)O